O=C1NC=C(C2=CC=CC=C12)C(=O)N 1-oxo-1,2-dihydroisoquinoline-4-carboxamide